9,9'-(stilben-3,3'-diyl)diphenanthrene C1(=CC(=CC=C1)C=1C2=CC=CC=C2C=2C=CC=CC2C1)C=CC1=CC(=CC=C1)C=1C2=CC=CC=C2C=2C=CC=CC2C1